BrC=1C=C2C3(C(NC2=CC1)=O)CCCC3 5'-bromospiro[cyclopentane-1,3'-indoline]-2'-one